2-(2,6-dioxopiperidin-3-yl)-N-(2-fluorophenyl)-1-oxoisoindoline-5-carboxamide O=C1NC(CCC1N1C(C2=CC=C(C=C2C1)C(=O)NC1=C(C=CC=C1)F)=O)=O